methylendiphenylisocyanat C(C1=C(C=CC=C1)N=C=O)C1=C(C=CC=C1)N=C=O